ClC=1C(NC(N(C1)[C@H]1C[C@@H]([C@H](O1)OCP(=O)(OC1=CC=CC=C1)N[C@@H](C)C(=O)OCC)I)=O)=O ethyl (((((2R,3S,5R)-5-(5-chloro-2,4-dioxo-3,4-dihydropyrimidin-1(2H)-yl)-3-iodotetrahydrofuran-2-yl) oxy) methyl) (phenoxy)phosphoryl)-L-alaninate